BrC1=CC=C2C(=N1)SC=C2S(=O)(=O)NC2=NC(=C(C(=N2)OC)CCC#N)OC 6-bromo-N-[5-(2-cyanoethyl)-4,6-dimethoxy-pyrimidin-2-yl]thieno[2,3-b]pyridine-3-sulfonamide